2-Chloro-4-(1-methyl-1H-indol-3-yl)-7H-pyrrolo[2,3-d]pyrimidine ClC=1N=C(C2=C(N1)NC=C2)C2=CN(C1=CC=CC=C21)C